CC1=CC=C(C=C1)C(C(=O)N)C(NNC1=CNC=C1)=O 4-methyl-phenyl-3-oxo-3-[2-1H-pyrrol-3-yl-hydrazinyl]propanamide